N[C@]1(CN(CC1)C1=C(C(=C(C=2CCOC21)F)Br)CN2C1=NC=NC(=C1N=C2)N)C(=O)NC2CC2 (R)-3-amino-1-(6-((6-amino-9H-purin-9-yl)methyl)-5-bromo-4-fluoro-2,3-Dihydrobenzofuran-7-yl)-N-cyclopropylpyrrolidin-3-carboxamid